N-{[4-(benzenesulfonyl)phenyl]methyl}-5,6,7,8-tetrahydro-1,6-naphthyridine-6-carboxamide C1(=CC=CC=C1)S(=O)(=O)C1=CC=C(C=C1)CNC(=O)N1CC=2C=CC=NC2CC1